4-(8-((2-cyclopropyl-5-ethoxy-4'-fluoro-[1,1'-biphenyl]-4-yl)methyl)-2-oxo-1-oxa-3,8-diazaspiro[4.5]decan-3-yl)benzenesulfonamide C1(CC1)C1=C(C=C(C(=C1)CN1CCC2(CN(C(O2)=O)C2=CC=C(C=C2)S(=O)(=O)N)CC1)OCC)C1=CC=C(C=C1)F